europium(III) trimethoxide C[O-].C[O-].C[O-].[Eu+3]